FC1=CN=C2N1N=C(C=C2[C@@H]2[C@H](C2)C2=NC=C(C=C2)OC(F)(F)F)C=2C(NC(NC2)=O)=O 5-(3-fluoro-8-((1S,2S)-2-(5-(trifluoromethoxy)pyridin-2-yl)cyclopropyl)imidazo[1,2-b]pyridazin-6-yl)pyrimidine-2,4(1H,3H)-dione